FC1=C2C(=C(NC2=C(C(=C1)F)F)C(=O)O)[2H] 4,6,7-trifluoro-1H-indole-2-carboxylic acid-3-d